ClC=1C(=CC2=CN(N=C2C1)C1OCCCC1)[N+](=O)[O-] 6-chloro-5-nitro-2-tetrahydropyran-2-yl-indazole